FC1=NC(=CC(=C1)NC=1SC(=C(N1)C(=O)N[C@H]1CCC12CCC2)C)F 2-[(2,6-difluoro-4-pyridyl)amino]-5-methyl-N-[(3S)-spiro[3.3]heptan-3-yl]-thiazole-4-carboxamide